1-[(4-methoxyphenyl)methyl]pyrazol-3-amine COC1=CC=C(C=C1)CN1N=C(C=C1)N